BrC1=C(C=C(C=C1OC)[C@H](COCCCl)O)OC (1R)-1-(4-bromo-3,5-dimethoxyphenyl)-2-(2-chloroethoxy)ethan-1-ol